3-methyl-5-(tetramethyl-1,3,2-dioxaborolan-2-yl)pyridazine thiazol-4-yl-carbamate S1C=NC(=C1)NC(O)=O.CC=1N=NC=C(C1)B1OC(C(O1)(C)C)(C)C